NC1=C(C(=NC=N1)NC[C@@H]1CN(CC1)C(C#C)=O)C1=CC=C(C=C1)OC1=CC=CC=C1 (R)-1-(3-(((6-amino-5-(4-phenoxyphenyl)pyrimidin-4-yl)amino)methyl)pyrrolidin-1-yl)prop-2-yn-1-one